N1C=NC2=C1C=CC=C2N2[C@H]1COC[C@@H]2CC1 (1R,5S)-8-(1H-benzo[d]imidazol-4-yl)-3-oxa-8-azabicyclo[3.2.1]octane